1-[4-[6-(4-ethyl-1,2,4-triazol-3-yl)imidazo[1,5-a]pyridin-8-yl]oxyphenyl]-3-methyl-imidazolidin-2-one C(C)N1C(=NN=C1)C=1C=C(C=2N(C1)C=NC2)OC2=CC=C(C=C2)N2C(N(CC2)C)=O